(R)-(6-(1,2-benzoxazol-5-yl)thieno[2,3-b]pyridin-2-yl)(tetrahydro-2H-pyran-4-yl)methanol O1N=CC2=C1C=CC(=C2)C2=CC=C1C(=N2)SC(=C1)[C@H](O)C1CCOCC1